FC(C1(CC1)CCOC=1C=CC(=NC1)N)(F)F 5-(2-(1-(trifluoromethyl)cyclopropyl)ethoxy)pyridin-2-amine